6,7-dihydro-4H-pyrazolo[5,1-c][1,4]oxazin-3-amine N1=CC(=C2COCCN21)N